C(=O)C1(CC1)CNC(OCC1=CC=CC=C1)=O Benzyl ((1-formylcyclopropyl)methyl)carbamate